(E)-3-((1-((E)-3-(4-bromophenyl)acryloyl)-1H-1,2,3-triazol-5-yl)methyl)-6-((6-chloro-2-methyl-2H-indazol-5-yl)imino)-1-(2,4,5-trifluorobenzyl)-1,3,5-triazine-2,4-dione BrC1=CC=C(C=C1)/C=C/C(=O)N1N=NC=C1CN1C(N(/C(/NC1=O)=N/C1=CC2=CN(N=C2C=C1Cl)C)CC1=C(C=C(C(=C1)F)F)F)=O